C1(=CC=CC=C1)P(C1=CC=CC=C1)C1=CC=CC=C1.[Rh] rhodium triphenylphosphine